COC(CCCCCCC)(OC)OC 1,1,1-trimethoxyoctane